(2S,4S)-1-((R)-2-(2-naphthoylamino)-3-cyclohexylpropionyl)-N-(1-amino-2-hydroxy-1-oxohex-5-en-3-yl)-4-azidopyrrolidine-2-carboxamide C1=C(C=CC2=CC=CC=C12)C(=O)N[C@@H](C(=O)N1[C@@H](C[C@@H](C1)N=[N+]=[N-])C(=O)NC(C(C(=O)N)O)CC=C)CC1CCCCC1